FC1=CC=C(C=C1)C(C#C)(C)C=1N=C(SC1)NC(C1=CC=C(C=C1)N1C(CNCC1)CO)=O N-[4-[1-(4-fluorophenyl)-1-methyl-prop-2-ynyl]thiazol-2-yl]-4-[2-(hydroxymethyl)piperazin-1-yl]benzamide